CC=CC1=CC(=CC=C1)C β-methyl-m-Methylstyrene